5-hydroxy-1,3-dimethyl-pyrazole OC1=CC(=NN1C)C